2-Propyl-3-methylpentanol C(CC)C(CO)C(CC)C